N-(5-(2-((S)-1-cyclopropylethyl)-7-((R)-methylsulfinyl)-1-oxoisoindolin-5-yl)-4-methylthiazol-2-yl)acetamide C1(CC1)[C@H](C)N1C(C2=C(C=C(C=C2C1)C1=C(N=C(S1)NC(C)=O)C)[S@](=O)C)=O